N=1C=2C(N=CC1)=COC2 furo[3,4-b]pyrazine